triazacyclotridecane-12-yl isobutyrate C(C(C)C)(=O)OC1CCCCCCCCNNNC1